4-chloro-N-(3-methyl-5-(thiophen-2-ylethynyl)pyridin-2-yl)-1H-pyrazole-3-carboxamide ClC=1C(=NNC1)C(=O)NC1=NC=C(C=C1C)C#CC=1SC=CC1